C(#C)C1=CC=C2C(=CN(C2=C1)C1=CC=CC=C1)C=O 6-ethynyl-1-phenyl-1H-indole-3-carbaldehyde